4-(2-hydroxyethoxy)quinoline-2-carboxylic acid OCCOC1=CC(=NC2=CC=CC=C12)C(=O)O